tetrahydrodibenzo[b,f][1,4]dioxecin C1CCCC=2OC=CC=C3C(=COC21)C=CC=C3